6-bromo-4-fluorobenzo[d]thiazol-2-amine BrC1=CC2=C(N=C(S2)N)C(=C1)F